BrC=1C=C2C(=NN(C2=CC1)C1OCCCC1)C(C(=O)OC(C)(C)C)(CCC(=O)OCC)C#N 1-(tert-butyl) 5-ethyl 2-(5-bromo-1-(tetrahydro-2H-pyran-2-yl)-1H-indazol-3-yl)-2-cyanopentanedioate